BrC1=C(C(=CC(=C1)OC1=CC(=CC=C1)F)F)F 1-bromo-2,3-difluoro-5-(3-fluorophenoxy)benzene